4-[(cyclopentylmethyl)amino]-2-[(1-methyl-1H-pyrazol-4-yl)amino]pyrimidine-5-carboxamide C1(CCCC1)CNC1=NC(=NC=C1C(=O)N)NC=1C=NN(C1)C